N1=CC=C(C=C1)C1=CC2=C(S1)C=C(S2)C2=CC=NC=C2 2,5-di(pyridin-4-yl)thieno[3,2-b]thiophene